methyl 2-amino-3-bromo-5-(trifluoromethyl)benzoate NC1=C(C(=O)OC)C=C(C=C1Br)C(F)(F)F